3-((1-(5-aminopentyl)-6-(methoxycarbonyl)-1H-benzo[d]imidazol-2-yl)carbamoyl)benzoic acid NCCCCCN1C(=NC2=C1C=C(C=C2)C(=O)OC)NC(=O)C=2C=C(C(=O)O)C=CC2